(2R,4R)-1-(4-chloro-3-fluorobenzyl)-4-((3-fluoro-6-((5-methyl-1H-pyrazol-3-yl)amino)pyridin-2-yl)methyl)-2-methylpiperidine-4-carboxylic acid ClC1=C(C=C(CN2[C@@H](C[C@@](CC2)(C(=O)O)CC2=NC(=CC=C2F)NC2=NNC(=C2)C)C)C=C1)F